1,8-diamino-4,5-dinitro-2,6-bis(4'-(pentyloxy)phenyl)-9,10-anthracenedione NC1=C(C=C(C=2C(C3=C(C(=CC(=C3C(C12)=O)N)C1=CC=C(C=C1)OCCCCC)[N+](=O)[O-])=O)[N+](=O)[O-])C1=CC=C(C=C1)OCCCCC